C(C)(C)(C)OC(=O)N1C[C@@H]2COC3=C(C(N2CC1)=O)C=CC(=C3Cl)Br (12aR)-9-bromo-10-chloro-6-oxo-3,4,12,12a-tetrahydro-6H-pyrazino[2,1-c][1,4]benzooxazepin-2(1H)-carboxylic acid tert-butyl ester